COC[C@H](C(N[C@@H](CCCC1=CC=CC=C1)B1OC(C(O1)(C)C)(C)C)=O)NC(OC(C)(C)C)=O tert-butyl ((R)-3-methoxy-1-oxo-1-(((R)-4-phenyl-1-(4,4,5,5-tetramethyl-1,3,2-dioxaborolan-2-yl)butyl) amino)propan-2-yl)carbamate